OCCN1CCN(CC1)CCS(=O)(=O)O 2-[4-(2-hydroxyethyl)-1-piperazinyl]-ethanesulfonic acid